C1(CC1)CN1C(=CC=2C1=NC=CC2)C2=NC1=C(N2C)C(=CC(=C1)C(=O)N1CC(CC(C1)OS(=O)(=O)C)C(=O)OC)OC Methyl 1-{2-[1-(cyclopropylmethyl)-1H-pyrrolo[2,3-b]pyridin-2-yl]-7-methoxy-1-methyl-1H-1,3-benzodiazole-5-carbonyl}-5-(methanesulfonyloxy)piperidine-3-carboxylate